6-[[6-(trifluoromethyl)pyridazin-3-yl]methyl]-2,6-diazaspiro[3.3]heptane-2-carboxylic acid tert-butyl ester C(C)(C)(C)OC(=O)N1CC2(C1)CN(C2)CC=2N=NC(=CC2)C(F)(F)F